FC1=CC=2NC3=CC=CC=C3C2C(=C1)F 2,4-difluoro-9H-carbazole